2-methyl-N-(trans-1-oxido-3-thietanyl)benzamide CC1=C(C(=O)NC2CS(C2)=O)C=CC=C1